C(CCC)OC1=CC=C(C=C1)C(C#C)(O)C1=CC=C(C=C1)N1CCOCC1 1-(4-butoxyphenyl)-1-(4-morpholinylphenyl)prop-2-yn-1-ol